Cl.C(C)OC([C@H](CC1=CC=C(C=C1)F)NC([C@H](CCC1=NC2=C(N1C)C=CC(=C2)N(CCCl)CCCl)NC(C)=O)=O)=O (2S)-2-[[(2S)-2-acetamido-4-[5-[bis(2-chloroethyl)amino]-1-methyl-benzimidazol-2-yl]butanoyl]amino]-3-(4-fluorophenyl)propanoic acid ethyl ester hydrochloride